COC=1C=C(C=CC1)OP(=O)(OC1=CC(=CC=C1)OC)CC1=C(C=CC=C1)O 2-(di(3-methoxyphenyl)phosphonomethyl)-phenol